BrCC(=O)N(C)OC 2-bromo-N-methoxy-N-methylacetamide